CCN(SC=1SC2=C(N1)C(=CC=C2)CCCCCC)CC N,N-di-2-ethylhexyl-benzothiazolyl-sulfenamide